FC1=CC=C(CN(C)C=2C(OC3=C(C2C(F)(F)F)C=CC=C3[N+](=O)[O-])=O)C=C1 ((4-fluorobenzyl)(methyl)amino)-8-nitro-4-(trifluoromethyl)-2H-benzopyran-2-one